NC=1C=2N(C=CN1)C(=NC2C(C2=C(C=C(C=C2)OC2=CC=CC=C2)Br)=O)[C@H]2N(CCC2)C(C#CC)=O (S)-1-(2-(8-amino-1-(2-bromo-4-phenoxybenzoyl)imidazo[1,5-a]pyrazin-3-yl)pyrrolidin-1-yl)but-2-yn-1-one